N=1N(N=CC1)C1=CC=C(N=N1)CN1C(C(N(C=C1)C12CC(C1)C2)=O)=O 1-((6-(2H-1,2,3-triazol-2-yl)pyridazin-3-yl)methyl)-4-(bicyclo[1.1.1]pentan-1-yl)-1,4-dihydropyrazine-2,3-dione